N-(3-cyano-4-fluoro-1H-indol-7-yl)-1-[(1S,2R)-2-hydroxy-1-methyl-propyl]pyrazole-4-sulfonamide C(#N)C1=CNC2=C(C=CC(=C12)F)NS(=O)(=O)C=1C=NN(C1)[C@H]([C@@H](C)O)C